FC1=C(C=CC=2C=NSC21)NC2=NC=NC1=CC=C(C=C21)[C@H]2CN(CCC2)C(=O)OC(C)(C)C tert-butyl (3S)-3-[4-[(7-fluoro-1,2-benzothiazol-6-yl)amino]quinazolin-6-yl]piperidine-1-carboxylate